4-amino-1-(2-cyclopropylphenyl)-2-oxo-7-(trifluoromethyl)-1,2-dihydroquinoline-3-carboxylic acid methyl ester COC(=O)C=1C(N(C2=CC(=CC=C2C1N)C(F)(F)F)C1=C(C=CC=C1)C1CC1)=O